N-(4-((5-Bromo-2-chloropyrimidin-4-yl)oxy)-3-fluorophenyl)-N-(4-fluorophenyl)cyclopropane-1,1-dicarboxamide BrC=1C(=NC(=NC1)Cl)OC1=C(C=C(C=C1)N(C(=O)C1(CC1)C(=O)N)C1=CC=C(C=C1)F)F